(4aR,8aS)-6-[4-[(4-tert-butylthiazol-2-yl)methyl]piperidine-1-carbonyl]-4,4a,5,7,8,8a-hexahydropyrido[4,3-b][1,4]oxazin-3-one C(C)(C)(C)C=1N=C(SC1)CC1CCN(CC1)C(=O)N1C[C@@H]2[C@@H](OCC(N2)=O)CC1